1-benzyl-3-(2-(2-chloro-6-methylpyridin-3-yl)ethyl)-N-(4-methoxybenzyl)pyrrolidin-3-amine C(C1=CC=CC=C1)N1CC(CC1)(NCC1=CC=C(C=C1)OC)CCC=1C(=NC(=CC1)C)Cl